NC1=CC=C(C=C1)C=1C=2N(C=CC1)C(=CN2)C(=O)N2CCCCC2 (8-(4-aminophenyl)imidazo[1,2-a]pyridin-3-yl)(piperidin-1-yl)methanone